N-[4-[1-[4-(1,1,2,2,2-pentafluoroethoxy)phenyl]-1,2,4-triazol-3-yl]phenyl]carbamic acid [(2S,3R,4R,5S,6S)-3,4,5-trimethoxy-6-methyltetrahydropyran-2-yl] ester CO[C@H]1[C@@H](O[C@H]([C@@H]([C@H]1OC)OC)C)OC(NC1=CC=C(C=C1)C1=NN(C=N1)C1=CC=C(C=C1)OC(C(F)(F)F)(F)F)=O